N-[(3R,4S)-3-[[(1s,4s)-4-phenylcyclohexyl]methoxy]piperidin-4-yl]methanesulfonamide C1(=CC=CC=C1)C1CCC(CC1)CO[C@@H]1CNCC[C@@H]1NS(=O)(=O)C